FC=1C=C(C=CC1F)C(C(F)F)OCC(=O)N1CC2CCC(C1)N2C2=NC=C(C#N)C=C2 Racemic-6-(3-(2-(1-(3,4-difluorophenyl)-2,2-difluoroethoxy)acetyl)-3,8-diazabicyclo[3.2.1]octan-8-yl)nicotinonitrile